C(C)(C)(C)OC(=O)N1C(NC2=C1C=C(C=C2)Cl)=O 6-chloro-2-oxo-2,3-dihydro-1H-benzo[d]imidazole-1-carboxylic acid tert-butyl ester